C(CCCCCCCCC(=O)O)(=O)O.C1(=CC=CC2=CC(=CC=C12)CN)CN 6-naphthalenedimethylamine sebacate